CC1=CC=C(C=C1)N=NC(C#N)(C#N)C.[Na] sodium 2-(4-methylphenylazo)-2-methylpropanedinitrile